5-[(di-tert-Butoxyphosphoryl)oxy]pentanoic acid methyl ester COC(CCCCOP(=O)(OC(C)(C)C)OC(C)(C)C)=O